C(C)N1[C@H]2CN([C@@H](C1)C2)C2CCN(CC2)C2=CC(=C(C=C2)NC2=NC=NC(=C2)N2OCC[C@@H]2C2=CC=CC=C2)OC N-(4-(4-((1R,4R)-5-ethyl-2,5-diazabicyclo[2.2.1]heptan-2-yl)piperidin-1-yl)-2-methoxyphenyl)-6-((R)-3-phenylisoxazolidin-2-yl)pyrimidin-4-amine